C(CCCCCCCCCCCCCCCCC)C(C(=O)OC1=CC=CC=C1)CC1=CC(=C(C(=C1)C(C)(C)C)O)C(C)(C)C phenol octadecyl-3-(3,5-di-tert-butyl-4-hydroxyphenyl)propionate